[(3R)-3-Methyl[1,4'-bipiperidine]-1'-yl](2-{[1-(5-methylpyridin-2-yl)ethyl]amino}-1,3-thiazol-5-yl)methanone C[C@H]1CN(CCC1)C1CCN(CC1)C(=O)C1=CN=C(S1)NC(C)C1=NC=C(C=C1)C